1-methyl-4-(phenylacetyl)-1H-pyrrol CN1C=CC(=C1)C(CC1=CC=CC=C1)=O